(1-(1H-indole-2-carbonyl)piperidin-4-yl)(5-phenyl-4,5-dihydro-1H-pyrazol-1-yl)methanone N1C(=CC2=CC=CC=C12)C(=O)N1CCC(CC1)C(=O)N1N=CCC1C1=CC=CC=C1